tri-tert-butyl 2,2',2''-(10-(2-((2,5-dioxopyrrolidin-1-yl)oxy)-2-oxoethyl)-1,4,7,10-tetraazacyclododecane-1,4,7-triyl)triacetate O=C1N(C(CC1)=O)OC(CN1CCN(CCN(CCN(CC1)CC(=O)OC(C)(C)C)CC(=O)OC(C)(C)C)CC(=O)OC(C)(C)C)=O